tert-Butyl 6-chloro-3',6'-dihydro-[2,4'-bipyridine]-1'(2'H)-carboxylate ClC1=CC=CC(=N1)C=1CCN(CC1)C(=O)OC(C)(C)C